FC1=C(C=CC(=C1F)C)C=1N=NN(C1)[C@H]1[C@H]([C@H](O[C@@H]([C@@H]1OC)CC1=CC(=NO1)C(C)(C)OCC)CO)O (2R,3R,4S,5R,6R)-4-(4-(2,3-difluoro-4-methylphenyl)-1H-1,2,3-triazol-1-yl)-6-((3-(2-ethoxypropan-2-yl)isoxazol-5-yl)methyl)-2-(hydroxymethyl)-5-methoxytetrahydro-2H-pyran-3-ol